2-naphthyridineacetic acid N1=C(C=CC2=CC=CN=C12)CC(=O)O